ClC=1C=CC2=C(N=C(O2)C2CC3(CC(C3)NC(=O)C3=CC(=NC=C3)S(=O)(=N)C3CC3)C2)C1 N-[6-(5-chloro-1,3-benzoxazol-2-yl)spiro[3.3]heptan-2-yl]-2-(cyclopropylsulfonimidoyl)pyridine-4-carboxamide